N-((1S,3r)-3-(5-(5-cyclopropylpyridin-2-yl)-4-(2-fluorophenyl)-4H-1,2,4-triazol-3-yl)cyclobutyl)pyridineamide C1(CC1)C=1C=CC(=NC1)C=1N(C(=NN1)C1CC(C1)NC(=O)C1=NC=CC=C1)C1=C(C=CC=C1)F